C(CCCC)N(C([S-])=S)CCCCC di-n-pentyldithiocarbamat